NC1=NC=CC2=C(C=CC=C12)NCC12OCCC(C1)(C2)COC2=CC(N(C(=C2)C)C)=O 4-((1-(((1-Aminoisoquinolin-5-yl)amino)methyl)-2-oxabicyclo[3.1.1]heptan-5-yl)methoxy)-1,6-dimethylpyridin-2(1H)-one